1-butyl-3-oxo-N'-phenyl-1,3-dihydroisobenzofuran-5-carboxylic acid hydrazide C(CCC)C1OC(C2=CC(=CC=C12)C(=O)NNC1=CC=CC=C1)=O